OCC1=NN2C(S1)=NC(=C2CN2CC(=CC2=O)CCC(F)(F)F)C 1-[[2-(hydroxymethyl)-6-methyl-imidazo[2,1-b][1,3,4]thiadiazol-5-yl]methyl]-3-(3,3,3-trifluoropropyl)-2H-pyrrol-5-one